2-(pyrrolidin-2-yl)ethan-1-ol N1C(CCC1)CCO